CN1CCN(CC1)C=1C=CC(=NC1)NC1=NC=CC=N1 N-(5-(4-methylpiperazin-1-yl)pyridin-2-yl)pyrimidin-2-amine